2-ethoxy-5-isobutyrylamino-N-(1-(3-methoxyphenyl)ethyl)benzamide tert-butyl-3-bromo-5,6-dihydroimidazo[1,2-a]pyrazine-7(8H)-carboxylate C(C)(C)(C)OC(=O)N1CC=2N(CC1)C(=CN2)Br.C(C)OC2=C(C(=O)NC(C)C1=CC(=CC=C1)OC)C=C(C=C2)NC(C(C)C)=O